ClC1=CC=C2C(=N1)C(=C(N2)C2=C(C=CC=C2)CCOC)CC(C(=O)[O-])C 3-(5-chloro-2-(2-(2-methoxyethyl)phenyl)-1H-pyrrolo[3,2-b]pyridin-3-yl)-2-methylpropanoate